(9H-fluoren-9-yl)methyl (S)-(1-((3,5-difluoro-4-(hydroxymethyl)phenyl)amino)-1-oxo-5-ureidopentan-2-yl)carbamate FC=1C=C(C=C(C1CO)F)NC([C@H](CCCNC(=O)N)NC(OCC1C2=CC=CC=C2C=2C=CC=CC12)=O)=O